C(C)(C)(C)C1=CC=C2C=3C=CC(=CC3N(C2=C1)C1=NC=CC(=C1)C1=C(C=C(C=C1C([2H])([2H])[2H])C(C)(C)C)C([2H])([2H])[2H])O 7-(tert-butyl)-9-(4-(4-(tert-butyl)-2,6-bis(methyl-d3)phenyl)pyridin-2-yl)-9H-carbazol-2-ol